N-(2-{3-[(1R)-1-{[6-(1-acetyl-4-oxo-1,4lambda5-azaphosphinan-4-yl)-2-methylpyrido[3,4-d]pyrimidin-4-yl]amino}ethyl]-2-fluorophenyl}-2,2-difluoroethyl)-N-methylmethanesulfonamide C(C)(=O)N1CCP(CC1)(=O)C1=CC2=C(N=C(N=C2N[C@H](C)C=2C(=C(C=CC2)C(CN(S(=O)(=O)C)C)(F)F)F)C)C=N1